ClC1=C(C=C2C=C(N=CC2=C1)N)C1CCN(CC1)C1(COC1)C 7-chloro-6-(1-(3-methyloxetan-3-yl)piperidin-4-yl)isoquinolin-3-amine